C1=NC=C(C2=CC=CC=C12)N1C(N(C[C@@H]1C#N)C1CC(C1)C(F)(F)F)=O |r| racemic-(R)-3-(isoquinolin-4-yl)-2-oxo-1-(3-(trifluoromethyl)cyclobutyl)imidazolidine-4-carbonitrile